5-methyl-4-(deuteromethyl)isoxazolamine CC1=C(C(=NO1)N)C[2H]